C(CC(=O)C)(=O)N(C1=CC=CC=C1)C(=O)O acetoacetyl-carboxyaniline